N-(5-bromo-4-(2-(dimethylamino)ethoxy)pyrimidin-2-yl)-2'-fluoro-4'-(5-methyl-1,2,4-oxadiazol-3-yl)-[1,1'-biphenyl]-4-carboxamide BrC=1C(=NC(=NC1)NC(=O)C1=CC=C(C=C1)C1=C(C=C(C=C1)C1=NOC(=N1)C)F)OCCN(C)C